4-[(3-Iodophenyl)carbonyl]-2-{5-methyl-[1,2,4]triazolo[1,5-a]pyrimidin-7-yl}morpholine IC=1C=C(C=CC1)C(=O)N1CC(OCC1)C1=CC(=NC=2N1N=CN2)C